C(C)OC1=CC2=C(N(C=N2)C2=CC=C(C=C2)N)C=C1 4-(5-ethoxy-benzimidazol-1-yl)-phenylamine